Cl.N1[C@@H]2[C@H](C[C@H]1C(=O)O)CCC2 (2S,3aS,6aS)-octahydrocyclopenta[b]pyrrole-2-carboxylic acid hydrogen chloride